5-morpholino-7-[(2E)-2-(m-tolylmethylene)hydrazino]-N-(3-piperidyl)imidazo[1,2-c]pyrimidine-2-carboxamide O1CCN(CC1)C1=NC(=CC=2N1C=C(N2)C(=O)NC2CNCCC2)N/N=C/C=2C=C(C=CC2)C